NCCNCCCC(C)O[Si](C)(C)C N-(beta-aminoethyl)-gamma-aminopropyl-trimethylethoxysilane